C(C)C=1C=CC=C2C=CC=C(C12)N1CC=2N=C(N=C(C2CC1)OC)OCC1(CC1)CN(C)C 1-(1-(((7-(8-ethylnaphthalen-1-yl)-4-methoxy-5,6,7,8-tetrahydropyrido[3,4-d]pyrimidin-2-yl)oxy)methyl)cyclopropyl)-N,N-dimethylmethanamine